3-(4-((3,4-dioxo-2-((4-(trifluoromethoxy)phenyl)amino)cyclobut-1-en-1-yl)amino)phenyl)-5-(pyridin-2-ylamino)-1H-pyrazole-4-carboxamide O=C1C(=C(C1=O)NC1=CC=C(C=C1)C1=NNC(=C1C(=O)N)NC1=NC=CC=C1)NC1=CC=C(C=C1)OC(F)(F)F